FC1=CC(N(C2=CC=C(C=C12)S(=O)(=O)NC1=NOC=C1)C1=C(C=C(C(=C1)F)SC(F)(F)F)OC)=O (P)-4-fluoro-1-(5-fluoro-2-methoxy-4-((trifluoromethyl)thio)phenyl)-N-(isoxazol-3-yl)-2-oxo-1,2-dihydroquinoline-6-sulfonamide